2,7-Bis(phenylmethyl)-9H-fluorene C1(=CC=CC=C1)CC1=CC=2CC3=CC(=CC=C3C2C=C1)CC1=CC=CC=C1